S(=O)(=O)(O)O.C(C)(C)(C1=CC=CC=C1)OC1=CC=CC=C1 cumylphenyl ether sulfate